5-Hydroxy-3,4-dimethoxybenzaldehyde OC=1C(=C(C=C(C=O)C1)OC)OC